methyl 6-[[5-(3-aminopropylcarbamoyl)-1-naphthyl]oxy]pyridine-3-carboxylate NCCCNC(=O)C1=C2C=CC=C(C2=CC=C1)OC1=CC=C(C=N1)C(=O)OC